bis(2-isocyanatoethyl)-fumarate N(=C=O)CC\C(=C(/C(=O)[O-])\CCN=C=O)\C(=O)[O-]